1-[(1S,4S)-5-[4-(3-Ethynyl-2-fluoro-anilino)-7-fluoro-pyrido[3,2-d]pyrimidin-6-yl]-2,5-diazabicyclo[2.2.1]heptan-2-yl]prop-2-en-1-one C(#C)C=1C(=C(NC=2C3=C(N=CN2)C=C(C(=N3)N3[C@@H]2CN([C@H](C3)C2)C(C=C)=O)F)C=CC1)F